ClC=1C=C2CN(CC2=CC1)S(=O)(=O)N1C=[N+](C=C1)C 1-((5-chloroisoindolin-2-yl)sulfonyl)-3-methyl-1H-imidazol-3-ium